(S)-2-((2-chloro-5-cyano-3-(4-(1,1-dioxidotetrahydro-2H-thiopyran-4-yl)-2-methylpiperazin-1-yl)phenyl)amino)-4-(methylamino)pyrazolo[1,5-a][1,3,5]triazine-8-carbonitrile ClC1=C(C=C(C=C1N1[C@H](CN(CC1)C1CCS(CC1)(=O)=O)C)C#N)NC1=NC=2N(C(=N1)NC)N=CC2C#N